N1C=C(C=C1)C(=O)N pyrrol-3-carboxamide